(Z)-3-(3-(2-chlorophenyl)-1-methyl-1H-1,2,4-triazol-5-yl)-N'-ethoxy-4-(N-methylsulfamoyl)benzimidamide ClC1=C(C=CC=C1)C1=NN(C(=N1)C=1C=C(/C(/N)=N/OCC)C=CC1S(NC)(=O)=O)C